2-methyl-4-((1-(3-(trifluoromethyl)phenyl)ethyl)amino)quinazoline CC1=NC2=CC=CC=C2C(=N1)NC(C)C1=CC(=CC=C1)C(F)(F)F